FC=1C=C2C[C@@H]([C@H](N3C2=C(C1F)C=C3)C)N(C(OC(C)(C)C)=O)C tert-butyl ((4R,5S)-8,9-difluoro-4-methyl-5,6-dihydro-4H-pyrrolo[3,2,1-ij]quinolin-5-yl)(methyl)carbamate